CC1=CC=CC=2N(C(N(C21)C=2C=NC(=CC2)C2=C1C(=CN=C2)NN=C1)=O)CC(=O)OCC ethyl 2-[4-methyl-2-oxo-3-[6-(1H-pyrazolo[3,4-c]pyridin-4-yl)-3-pyridyl]benzimidazol-1-yl]acetate